Bis(2-butyloctyl)10-(((2-((2-(diethylamino)ethyl)(ethyl)amino)ethoxy)carbonyl)oxy)nonadecanedioate C(CCC)C(COC(CCCCCCCCC(CCCCCCCCC(=O)OCC(CCCCCC)CCCC)OC(=O)OCCN(CC)CCN(CC)CC)=O)CCCCCC